3-(4-fluoro-5-(methyl-((1r,2s)-2-(methylamino)cyclohexyl)amino)-1-oxoisoindolin-2-yl)piperidine-2,6-dione FC1=C2CN(C(C2=CC=C1N([C@H]1[C@H](CCCC1)NC)C)=O)C1C(NC(CC1)=O)=O